methyl (2R,4S)-1-(4-(benzyloxy)-5-methoxy-2-nitrobenzoyl)-4-fluoropyrrolidine-2-carboxylate C(C1=CC=CC=C1)OC1=CC(=C(C(=O)N2[C@H](C[C@@H](C2)F)C(=O)OC)C=C1OC)[N+](=O)[O-]